tert-Butyl (2S)-3-methyl-2-[4-(3-methylisoxazol-5-yl)triazol-1-yl]butanoate CC([C@@H](C(=O)OC(C)(C)C)N1N=NC(=C1)C1=CC(=NO1)C)C